ClC1=C(C(=O)NCC(N2CCC(CC2)COC2=NC=CC(=C2)C)C2=C(N=CS2)C(F)F)C(=CC=C1)F 2-Chloro-N-{2-[4-(difluoromethyl)-1,3-thiazol-5-yl]-2-(4-{[(4-methylpyridin-2-yl)oxy]methyl}piperidin-1-yl)ethyl}-6-fluorobenzamide